C(#N)C1=CC2=C(CN(C[C@H]2C2=C(C(=CC=C2)F)C=2C(=NN(C2)CC)C(F)(F)F)C(/C=C/[C@H](C)N(C(OC(C)(C)C)=O)C)=O)S1 tert-Butyl ((S,E)-5-((S)-2-cyano-4-(2-(1-ethyl-3-(trifluoromethyl)-1H-pyrazol-4-yl)-3-fluorophenyl)-4,7-dihydrothieno[2,3-c]pyridin-6(5H)-yl)-5-oxopent-3-en-2-yl)(methyl)carbamate